C(C)N1C[C@H]2C[C@H]2[C@@H](C1)OC=1C=C2CN(C(C2=CC1)=O)C1C(NC(CC1)=O)=O 3-(5-(((1S,5S,6R)-3-ethyl-3-azabicyclo[4.1.0]hept-5-yl)oxy)-1-oxoisoindolin-2-yl)piperidine-2,6-dione